CC1=CC=C(C=C1)S(=O)(=O)OCCCCCC=1C=C2CN(C(C2=CC1)=O)[C@H](CS(=O)(=O)C)C1=CC(=C(C=C1)OC)OCC (S)-5-(2-(1-(3-ethoxy-4-methoxyphenyl)-2-(methylsulfonyl)ethyl)-1-oxoisoindolin-5-yl)pentyl 4-methylbenzenesulfonate